FC1=C(C=C(C=C1)OC(F)(F)F)NC(=O)OCC1=CC(=CC2=C1C=CO2)C(=O)O 4-((((2-fluoro-5-(trifluoromethoxy)phenyl)carbamoyl)oxy)methyl)benzofuran-6-carboxylic acid